C(OCC)(=O)OC(=O)OCC diethyl pyrocarbonate